1-(2-fluoroethyl)-3-[(2-nitrophenyl)methoxy]azetidine FCCN1CC(C1)OCC1=C(C=CC=C1)[N+](=O)[O-]